FC=1C(=C2C=NN(C2=CC1)C1CNCCC1)C=1C=NN(C1)C1CCNCC1 3-(5-fluoro-4-(1-(piperidin-4-yl)-1H-pyrazol-4-yl)-1H-indazol-1-yl)piperidine